C(C)(C)(C)C1=CC=C(C=C1)C/C(=C/NC1=C(C(=O)OC)C=CC=C1)/C (E)-methyl 2-((3-(4-(tert-butyl)phenyl)-2-methylprop-1-en-1-yl)amino)benzoate